N-((4-chloro-2,6-diethylphenyl)carbamoyl)-1-isopropyl-1H-pyrazole-3-sulfonamide ClC1=CC(=C(C(=C1)CC)NC(=O)NS(=O)(=O)C1=NN(C=C1)C(C)C)CC